F[C@H]1CNC[C@@H]1O (3S,4S)-3-fluoro-4-hydroxypyrrolidine